(S)-4-((1R,3S,5S,6S)-6-(1-isopropyl-3-(5-(trifluoromethyl)pyridin-3-yl)-1H-pyrazol-5-yl)bicyclo[3.1.0]hexane-3-yl)-3-methylmorpholine C(C)(C)N1N=C(C=C1C1[C@H]2CC(C[C@@H]12)N1[C@H](COCC1)C)C=1C=NC=C(C1)C(F)(F)F